CC=1C=C(C=C(C1)C)C1=NC=CC2=CC=C(C=C12)C(C)C 1-(3,5-dimethylphenyl)-7-isopropylisoquinoline